(3R)-3-(azetidine-1-yl)pyrrolidine N1(CCC1)[C@H]1CNCC1